N1-(2-(dimethylamino)ethyl)-5-fluoro-N1-methyl-N4-(4-(7-methyl-1H-indol-3-yl)-5-(trifluoromethyl)pyrimidin-2-yl)-2-nitrobenzene-1,4-diamine CN(CCN(C1=C(C=C(C(=C1)F)NC1=NC=C(C(=N1)C1=CNC2=C(C=CC=C12)C)C(F)(F)F)[N+](=O)[O-])C)C